C(#C)C=1C(=CC=C2C=CC=C(C12)C1=C(C=2N=C(N=CC2C(=N1)NCCC=1C=C(C=CC1)C(CO)O)OC[C@]12CCCN2C[C@@H](C1)F)F)F 1-(3-(2-((7-(8-ethynyl-7-fluoronaphthalen-1-yl)-8-fluoro-2-(((2R,7aS)-2-fluorotetrahydro-1H-pyrrolizin-7a(5H)-yl)methoxy)pyrido[4,3-d]pyrimidin-5-yl)amino)ethyl)phenyl)ethane-1,2-diol